benzylhexadecyldimethylammonium chloride salt [Cl-].C(C1=CC=CC=C1)[N+](C)(C)CCCCCCCCCCCCCCCC